C1(=CC=CC=C1)NC1=CC=CC2=CC=CC=C12 N-phenyl-L-1-NAPHTHYLAMINE